C(C1=CC=CC=C1)(=O)N1CCN(CC1)C(=O)C=1C=C(CN2C(NC(C3=CC=CC=C23)=O)=O)C=CC1 1-(3-(4-Benzoylpiperazine-1-carbonyl)benzyl)quinazoline-2,4(1H,3H)-dione